BrC1=C(C=NN(C1=O)C)N[C@@H]1C[C@@H](CN(C1)CC1CC1)C1=CC=C(C(=O)N2CCC3(CC2)CCN(CC3)C3=CC=C(C=C3)C3C(NC(CC3)=O)=O)C=C1 3-[4-[3-[4-[(3R,5R)-5-[(5-bromo-1-methyl-6-oxo-pyridazin-4-yl)amino]-1-(cyclopropylmethyl)-3-piperidyl]benzoyl]-3,9-diazaspiro[5.5]undecan-9-yl]phenyl]-piperidine-2,6-dione